6-chloro-7-(5-chloro-2-(4-(trifluoromethyl)-1H-1,2,3-triazol-1-yl)phenyl)furo[3,2-b]pyridin-5(4H)-one ClC1=C(C2=C(NC1=O)C=CO2)C2=C(C=CC(=C2)Cl)N2N=NC(=C2)C(F)(F)F